C(C1=CC=CC=C1)OC(=O)N[C@H](CO)C(=O)OCC1=CC=CC=C1 Benzyl ((benzyloxy)carbonyl)-D-serinate